C(#N)CC1=CC=C(C=C1)N1N=C(N=C1)C1=CC(=C(C=C1)NC(=O)\N=C\1/SCC(N1C1=C(C=CC(=C1)C)COCC(F)(F)F)=O)F (Z)-1-(4-(1-(4-(cyanomethyl)phenyl)-1H-1,2,4-triazol-3-yl)-2-fluorophenyl)-3-(3-(5-methyl-2-((2,2,2-trifluoroethoxy)methyl)phenyl)-4-oxothiazolidin-2-ylidene)urea